3,7-bis(5-bromothiophen-2-yl)-1,5-bis(5-decylheptadecyl)-1,5-dihydro-1,5-naphthyridine-2,6-dione BrC1=CC=C(S1)C=1C(N(C=2C=C(C(N(C2C1)CCCCC(CCCCCCCCCCCC)CCCCCCCCCC)=O)C=1SC(=CC1)Br)CCCCC(CCCCCCCCCCCC)CCCCCCCCCC)=O